ClC1=NC=C(C(=C1)CC(=O)OC(C)(C)C)F tert-butyl (2-chloro-5-fluoropyridin-4-yl)acetate